6-(3-furyl)-3-(3-pyridyl)imidazo[1,2-b]pyridazine O1C=C(C=C1)C=1C=CC=2N(N1)C(=CN2)C=2C=NC=CC2